2-(2-(2-oxopiperidin-1-yl)ethyl)-1'-(4-(propan-2-ylidene)cyclohexyl)-1,2-dihydro-3H-spiro[isoquinoline-4,4'-piperidin]-3-one O=C1N(CCCC1)CCN1CC2=CC=CC=C2C2(CCN(CC2)C2CCC(CC2)=C(C)C)C1=O